2-(4-cyclopropyl-6-methoxy-pyrimidin-5-yl)-7-methyl-9-[(1R)-1-[4-[1-methyl-4-(trifluoromethyl)imidazol-2-yl]phenyl]ethyl]purin-8-imine C1(CC1)C1=NC=NC(=C1C1=NC=C2N(C(N(C2=N1)[C@H](C)C1=CC=C(C=C1)C=1N(C=C(N1)C(F)(F)F)C)=N)C)OC